C(C)(C)(C)OC(NC(COC=1C(=C2CC(CC2=C(C1)F)C=O)F)(C)C)=O N-[1-[(4,7-difluoro-2-formyl-2,3-dihydro-1H-inden-5-yl)oxy]-2-methylpropan-2-yl]carbamic acid tert-butyl ester